ClC1=NC=CC(=N1)C(=O)NC1COC1 2-chloro-N-(oxetan-3-yl)pyrimidine-4-carboxamide